COC(C1=CC(=C(C(=C1)N=C(C1=CC=CC=C1)C1=CC=CC=C1)C)Cl)=O.BrC1=CC=C(C=C1)C(=C)F 1-bromo-4-(1-fluorovinyl)benzene methyl-3-chloro-5-[(diphenylmethylidene)amino]-4-methylbenzoate